BrC1=C(C#N)C=C(C(=C1)OC)F 2-bromo-5-fluoro-4-methoxy-benzonitrile